C(C)(C)C1=NN=C(O1)C1=C(NC=2C(N(C=C(C21)C#CC(C(F)(F)F)(C2=CC=CC=C2)O)C)=O)C 3-(5-isopropyl-1,3,4-oxadiazol-2-yl)-2,6-dimethyl-4-(4,4,4-trifluoro-3-hydroxy-3-phenyl-but-1-ynyl)-1H-pyrrolo[2,3-c]pyridin-7-one